CC1(OC(C2(CC2)C(O1)=O)=O)C 6,6-dimethyl-5,7-dioxaspiro[2.5]octane-4,8-dione